7-(2-bromo-1-hydroxyethyl)-9-fluoro-1,5-dihydrobenzo[e][1,4]oxazepin-2(3H)-one BrCC(O)C1=CC2=C(NC(COC2)=O)C(=C1)F